5-aminovaleryl-nonanediamine NCCCCC(=O)C(CCCCCCCC)(N)N